NC1=NN(C2=C(C=C(C(=C12)OC1=C(C=CC(=C1)F)Cl)NC(C1=CC(=CC(=C1)C(F)(F)F)F)=O)CNCC1=C(C=C(C=C1)OC)OC)C1OCCCC1 N-(3-amino-4-(2-chloro-5-fluorophenoxy)-7-(((2,4-dimethoxybenzyl)amino)methyl)-1-(tetrahydro-2H-pyran-2-yl)-1H-indazol-5-yl)-3-fluoro-5-(trifluoromethyl)benzamide